N-((1R,3S)-3-((((2-methoxybenzyl)imino)methylene)amino)cyclobutyl)-7-(8-methylnaphthalen-1-yl)-2-(((S)-1-methylpyrrolidin-2-yl)methoxy)-5,6,7,8-tetrahydropyrido[3,4-d]pyrimidin-4-amine COC1=C(CN=C=NC2CC(C2)NC=2C3=C(N=C(N2)OC[C@H]2N(CCC2)C)CN(CC3)C3=CC=CC2=CC=CC(=C32)C)C=CC=C1